C(#C)C1=CC=C(C=C1)[C@H](C)NC(=O)[C@H]1N(C[C@@H](C1)O)C([C@@H](C(CC(=O)O)(C)C)NC(=O)OC1=CC=CC=C1)=O (R)-5-((2S,4R)-2-(((S)-1-(4-ethynylphenyl)ethyl)carbamoyl)-4-hydroxypyrrolidin-1-yl)-3,3-dimethyl-5-oxo-4-((phenoxycarbonyl)amino)pentanoic acid